4-Bromo-6-hydroxy-pyrazolo[1,5-a]pyridine-3-carbonitrile BrC=1C=2N(C=C(C1)O)N=CC2C#N